4,13-dichloro-10-[2,6-difluoro-4-({2-[(2-hydroxyethyl)amino]ethyl}amino)phenyl]-8-ethyl-3-methyl-6,8,10-triazatricyclo[9.4.0.02,7]pentadeca-1(11),2(7),3,5,12,14-hexaen-9-one ClC1=C(C=2C=3C=CC(=CC3N(C(N(C2N=C1)CC)=O)C1=C(C=C(C=C1F)NCCNCCO)F)Cl)C